2-(3-Isopropyl-2-(8-methoxy-[1,2,4]triazolo[1,5-a]pyridin-6-yl)-1H-indol-5-yl)-5,5-dimethylmorpholin C(C)(C)C1=C(NC2=CC=C(C=C12)C1CNC(CO1)(C)C)C=1C=C(C=2N(C1)N=CN2)OC